9-heneicosyl-naphthalene CCCCCCCCC(CCCCCCCCCCCC)C1=CC=CC2=CC=CC=C12